3-cyanocyclobutyl 4-methylbenzenesulfonate CC1=CC=C(C=C1)S(=O)(=O)OC1CC(C1)C#N